(R)-1-cyclopentyl-4-(1-(5-phenyl-1,3,4-thiadiazol-2-yl)ethyl)piperazine-2,3-dione C1(CCCC1)N1C(C(N(CC1)[C@H](C)C=1SC(=NN1)C1=CC=CC=C1)=O)=O